C(C)(C)N1C(=NC(=C1)C(F)(F)F)C1=CC=C(CC=2NC=CC2C2=C(C=CC=C2)CC)C=C1 (4-(1-isopropyl-4-(trifluoromethyl)-1H-imidazol-2-yl)benzyl)-3-(2-ethylphenyl)pyrrole